methyl 4-vinylpyridine-3-carboxylate C(=C)C1=C(C=NC=C1)C(=O)OC